ethyl 5-(indolizine-2-carbonyl)-2H,4H,5H,6H,7H-pyrazolo[4,3-c]pyridine-3-carboxylate C=1C(=CN2C=CC=CC12)C(=O)N1CC=2C(CC1)=NNC2C(=O)OCC